FC1=CC(=CC=2N(C(=NC21)C)C(C)C)C=2C=CN1N=C(N=CC12)N[C@@H]1C[C@@H](C1)N1CCN(CC1)C 5-(4-fluoro-1-isopropyl-2-methyl-1H-benzo[d]imidazol-6-yl)-N-(cis-3-(4-methylpiperazin-1-yl)cyclobutyl)pyrrolo[2,1-f][1,2,4]triazin-2-amine